BrC1=CC2=C(N(S(C3=C2C=CC=C3)(=O)=O)CC(=O)NC3=CC=CC=C3)C=C1 2-(9-bromo-5,5-dioxo-6H-dibenzo[c,e][1,2]thiazin-6(5H)-yl)-N-phenylacetamide